2-[3-(3,5-difluorophenyl)-1-piperidinyl]-N-(2-sulfamoyl-4-pyridinyl)-5-(trifluoromethyl)-pyridine-3-carboxamide FC=1C=C(C=C(C1)F)C1CN(CCC1)C1=NC=C(C=C1C(=O)NC1=CC(=NC=C1)S(N)(=O)=O)C(F)(F)F